2-[2-(4-bromo-2-cyano-pyrrol-1-yl)ethoxy]ethyl 4-methylbenzenesulfonate CC1=CC=C(C=C1)S(=O)(=O)OCCOCCN1C(=CC(=C1)Br)C#N